4-{[4-(2,4-difluorophenyl)-1-piperazinyl]methyl}-2-(ethylaminosulfonylamino)pyridine FC1=C(C=CC(=C1)F)N1CCN(CC1)CC1=CC(=NC=C1)NS(=O)(=O)NCC